ethyl-(1-(tert-butoxycarbonyl) piperidin-4-yl)-1-(cyclopropylmethyl)-1H-indole-2-carboxylate C(C)C1=C2C(=C(N(C2=CC=C1)CC1CC1)C(=O)[O-])C1CCN(CC1)C(=O)OC(C)(C)C